FC1=C(C(=CC=C1)OC)S(=O)(=O)Cl 2-fluoro-6-methoxybenzenesulfonyl chloride